ClC1=NC=C(C(=C1)N[C@H](CCO)C)I (S)-3-((2-chloro-5-iodopyridin-4-yl)amino)butan-1-ol